racemic-3-(difluoromethoxy)piperidine FC(O[C@H]1CNCCC1)F |r|